CN(C)\C=C/1\CN(CC1=O)C(=O)OC(C)(C)C (Z)-tert-butyl 3-((dimethylamino)methylene)-4-oxopyrrolidine-1-carboxylate